BrC1=CC2=CC3=C(OCCOCCOCCO3)C=C2C=C1Br 13,14-Dibromo-2,3,5,6,8,9-hexahydronaphtho[2,3-b][1,4,7,10]tetraoxacyclododecine